C1(CC2C(CC1)O2)CC[Si](OC)(OC)OC β-(3,4-epoxycyclohexyl)ethyltri-methoxysilane